5-chloro-N-(2-((2R,6S)-2,6-dimethylmorpholinyl)-5-fluoropyrimidin-4-yl)pyridazin-3-amine ClC=1C=C(N=NC1)NC1=NC(=NC=C1F)N1C[C@H](O[C@H](C1)C)C